zinc lithium thiogermanate [GeH](=S)[O-].[Li+].[Zn+2].[GeH](=S)[O-].[GeH](=S)[O-]